3-(2-(4-(8-chloro-5,6-dihydro-11H-benzo-[5,6]cyclohepta[1,2-b]pyridin-11-ylidene)-piperidin-1-yl)ethyl)-quinazoline-2,4(1H,3H)-dione ClC=1C=CC2=C(CCC=3C(=NC=CC3)C2=C2CCN(CC2)CCN2C(NC3=CC=CC=C3C2=O)=O)C1